Methyl ((3-(4-((2-(tert-butyl)-1H-imidazol-1-yl)methyl)-2-methylphenyl)-5-isobutylthiophen-2-yl)sulfonyl)carbamate C(C)(C)(C)C=1N(C=CN1)CC1=CC(=C(C=C1)C1=C(SC(=C1)CC(C)C)S(=O)(=O)NC(OC)=O)C